3-[[3-(1-tert-butoxycarbonyl-4-piperidyl)phenyl]methyl-(2-carboxyethyl)amino]propanoic acid C(C)(C)(C)OC(=O)N1CCC(CC1)C=1C=C(C=CC1)CN(CCC(=O)O)CCC(=O)O